2-isopropyl-N-(4-methoxylphenyl)-5-methylcyclohexanecarboxamide C(C)(C)C1C(CC(CC1)C)C(=O)NC1=CC=C(C=C1)OC